4,4,5,5-tetramethyl-2-[4-(oxan-4-yloxymethyl)phenyl]-1,3,2-dioxaborolane CC1(OB(OC1(C)C)C1=CC=C(C=C1)COC1CCOCC1)C